(S)-4-(tert-butyl)-2-(7-methylimidazo[1,2-a]pyridin-2-yl)-4,5-dihydro-oxazole C(C)(C)(C)[C@@H]1N=C(OC1)C=1N=C2N(C=CC(=C2)C)C1